t-butyl 6-(dimethyl carbamoyl)-3,4-dihydroisoquinoline-2(1H)-carboxylate CN(C(=O)C=1C=C2CCN(CC2=CC1)C(=O)OC(C)(C)C)C